C(#C)C1=CC=C(C=C1)COC1=CC=CC(=N1)S(=O)(=O)NC(=O)C=1C(=NC=CC1)N1C(CC(C1)C)(C)C N-[[6-[(4-Ethynylphenyl)methoxy]-2-pyridyl]sulfonyl]-2-(2,2,4-trimethylpyrrolidin-1-yl)pyridin-3-carboxamid